pyrazolo[1,5-a]pyridine-6-yl trifluoromethanesulfonate FC(S(=O)(=O)OC=1C=CC=2N(C1)N=CC2)(F)F